2,4,5-trimethyl-4,5-dihydro-6H-cyclopent[b]thiophen-6-one CC1=CC2=C(S1)C(C(C2C)C)=O